indium zinc tin copper [Cu].[Sn].[Zn].[In]